6-((S)-1-acetyl-3-methylpyrrolidin-3-yl)-4-(((R)-1-(3-(difluoromethyl)-2-fluorophenyl)ethyl)amino)-2-methyl-2,6-dihydropyrido[3,4-d]pyridazine-1,7-dione C(C)(=O)N1C[C@@](CC1)(C)N1C=C2C(=NN(C(C2=CC1=O)=O)C)N[C@H](C)C1=C(C(=CC=C1)C(F)F)F